4-{4-[(5-Nitrofuran-2-yl)methyl]piperazin-1-yl}-6-(trifluoromethyl)pyrimidine [N+](=O)([O-])C1=CC=C(O1)CN1CCN(CC1)C1=NC=NC(=C1)C(F)(F)F